OC(COC1=CC=C2C(=CNC2=C1)C(=O)C=1C=CC=NC1)CO 5-(6-(2,3-dihydroxypropoxy)-1H-indole-3-carbonyl)pyridin